C(C)(C)(C)OC(=O)N1C[C@@H](O[C@@H](C1)CC)C(=O)O (2R,6R)-4-(tert-butoxycarbonyl)-6-ethylmorpholine-2-carboxylic acid